C(C)C(C(=O)O)CCCC\C=C\C(OCC)OCC (7E)-ethyl-9,9-diethoxy-7-nonenoic acid